C(O)C(C(=O)N)CCCCCCCCCCCCCCCCCCCC methylolbehenic acid amide